5'-chloro-2'-{7,7-difluoro-3-azabicyclo[4.1.0]heptane-3-carbonyl}-7',8'-dihydro-6'H-spiro[cyclohexane-1,9'-furo[2,3-f]quinazoline]-7'-one ClC=1C=C2C(=C3C4(NC(NC13)=O)CCCCC4)OC(=C2)C(=O)N2CC4C(C4CC2)(F)F